4-(isopropoxycarbonyl)pyridin-1-ium Bromide [Br-].C(C)(C)OC(=O)C1=CC=[NH+]C=C1